sodium stearyl sarcosinate N(C)CC(=O)OCCCCCCCCCCCCCCCCCC.[Na]